FC=1C=C(C=CC1N1CC2(CSC2)C1)N1C(O[C@H](C1)CNC(OC)=O)=O (S)-Methyl ((3-(3-fluoro-4-(2-thia-6-azaspiro[3.3]heptan-6-yl)phenyl)-2-oxooxazolidin-5-yl)methyl)carbamate